O=C1N(CCC1)[C@H]1C(=NN(C1)C(=O)N[C@H](C)C1=NC=C(N=C1)C)C1=CC=C(C=C1)F (R)-4-(2-oxopyrrolidin-1-yl)-3-(4-fluorophenyl)-N-((R)-1-(5-methylpyrazin-2-yl)ethyl)-4,5-dihydro-1H-pyrazol-1-carboxamide